gamma-butenelactam C1(CC=CN1)=O